[Cl-].CO[Si](CCC[N+](C)(C)CC1=CC=CC=C1)(OC)OC (3-trimethoxysilylpropyl)benzyldimethylammonium chloride